[Cl].[Ca].FC1=CC=C(C=C1)C#CC1=C(C=CC=C1)NS(=O)(=O)C N-(2-((4-fluorophenyl)ethynyl)phenyl)methanesulfonamide calcium chlorine